N1=C(C(=NC=C1)C(=O)[O-])C(=O)[O-] pyrazinedicarboxylate